3-methoxy-4-((5-methylpyrazin-2-yl)methoxy)aniline COC=1C=C(N)C=CC1OCC1=NC=C(N=C1)C